5-(4-methoxyphenyl)-1-methyl-4-oxo-1,4-dihydropyridine-3-carboxylic acid COC1=CC=C(C=C1)C=1C(C(=CN(C1)C)C(=O)O)=O